2-((Benzhydryl)amino)-3-(4-(tert-butyldimethylsilyloxy)-3,5-dichloro-phenyl)propionitrile C(C1=CC=CC=C1)(C1=CC=CC=C1)NC(C#N)CC1=CC(=C(C(=C1)Cl)O[Si](C)(C)C(C)(C)C)Cl